(2R/S,3S)-3-(4-bromophenyl)-2-methyl-butyric acid methyl ester COC([C@@H]([C@H](C)C1=CC=C(C=C1)Br)C)=O |&1:3|